NC[C@H]([C@@H](C)O)O (2R,3R)-1-Amino-2,3-butanediol